CN(C)CCC(C1=CC=C(C=C1)Cl)C1=NC=CC=C1 N,N-dimethyl-gamma-(4-chlorophenyl)-2-pyridylpropylamine